ClC=1C=C2CCCN(C2=C(C1)C1=C2C(=NC=C1)C=C(S2)CO)C2CN(C2)C(=O)OC(C)(C)C tert-butyl 3-(6-chloro-8-(2-(hydroxymethyl)thieno[3,2-b]pyridin-7-yl)-3,4-dihydroquinolin-1(2H)-yl)azetidine-1-carboxylate